O[C@@H](C(=O)O)C1=CC(=CC=C1)N |r| (±)-2-hydroxy-2-(3'-aminophenyl)acetic acid